FC1(CCC(CC1)C(=O)N)F 4,4-difluorocyclohexanecarboxamide